5-chloro-2-(methylthio)-4-((triisopropylsilyl)ethynyl)pyrimidine ClC=1C(=NC(=NC1)SC)C#C[Si](C(C)C)(C(C)C)C(C)C